N,N-dimethyl-4-(6-methyl-1H-benzo[d]imidazol-2-yl)aniline fluoranecarboxylate FC(=O)O.CN(C1=CC=C(C=C1)C1=NC2=C(N1)C=C(C=C2)C)C